2-hexyl-5-heptylbenzene-1,3-diol C(CCCCC)C1=C(C=C(C=C1O)CCCCCCC)O